1-{[(4-methoxybenzyl)amino]methyl}cyclopropane 6-fluoro-4-(3,3,3-trifluoropropyl)-benzimidazole-1-carboxylate FC=1C=C(C2=C(N(C=N2)C(=O)O)C1)CCC(F)(F)F.COC1=CC=C(CNCC2CC2)C=C1